(tert-Butylbiphenylyl)(dimethylfluorenyl)(spirobifluorenyl)amine C(C)(C)(C)C=1C(=C(C=CC1)C1=CC=CC=C1)N(C=1C2(C3=CC4=CC=CC=C4C3=CC1)C=CC=C1C3=CC=CC=C3C=C12)C1=C(C(=CC=2C3=CC=CC=C3CC12)C)C